FC=1C=C(C=C(C1)F)CC(=O)NC=1C(=NC(=CC1)NCC1=CC=C(C=C1)OC)N1CCCC1 2-(3,5-Difluoro-phenyl)-N-[6-(4-methoxy-benzylamino)-2-pyrrolidin-1-yl-pyridin-3-yl]-acetamide